1-(4-((3-chloro-1H-pyrrolo[2,3-B]pyridin-4-yl)oxy)-2-fluorophenyl)-3-(4-((4-(2-methoxyethyl)piperazin-1-yl)methyl)-3-(trifluoromethyl)phenyl)urea ClC1=CNC2=NC=CC(=C21)OC2=CC(=C(C=C2)NC(=O)NC2=CC(=C(C=C2)CN2CCN(CC2)CCOC)C(F)(F)F)F